3-[4-(pyridine-3-yl)quinoline-6-yl]-1H-pyrrolo[2,3-b]pyridine-5-carboxamide N1=CC(=CC=C1)C1=CC=NC2=CC=C(C=C12)C1=CNC2=NC=C(C=C21)C(=O)N